Cl.N[C@@H]1CN(CCC1)C1=CC(=NC=C1C=1C=NN(C1)CCN(C)C)NC1=NC(=NC=C1)C1=C(C=CC=C1OC)F (S)-N-(4-(3-aminopiperidin-1-yl)-5-(1-(2-(dimethylamino)ethyl)-1H-pyrazol-4-yl)pyridin-2-yl)-2-(2-fluoro-6-methoxyphenyl)pyrimidin-4-amine hydrochloride